[(1S)-1-(5-bromo-2-fluorophenyl)-2,2-difluoroethyl]-2-methylpropane-2-sulfinamide BrC=1C=CC(=C(C1)[C@@H](C(F)F)CC(C)(S(=O)N)C)F